C[Si](O[Si](CCC(F)(F)F)(CCC(F)(F)F)C)(C)C tetramethyl-di(trifluoropropyl)disiloxane